2-(5-Fluoropyridin-2-yl)-6-methyl-3-(1H-pyrazolo[3,4-b]pyridin-4-yl)-6,7-dihydro-5H-pyrazolo[5,1-b][1,3]oxazine FC=1C=CC(=NC1)C1=NN2C(OCC(C2)C)=C1C1=C2C(=NC=C1)NN=C2